2,6-dihydroxy-4-trifluoromethyl-nicotinamide OC1=C(C(=O)N)C(=CC(=N1)O)C(F)(F)F